C(C=C)(=O)OCC(COC)O 2-hydroxy-3-methoxypropyl acrylate